[Cl-].C(CC)C1=C2C(=C(C=C1)P(C1=C3C(=CC=C1)O3)C3=C1C(=CC=C3)O1)O2 epoxypropyl-triphenylphosphine chloride